cyclobutyl 2-[1-[(4-methylphenyl)methyl]-5-oxopyrrolidin-2-yl]acetat CC1=CC=C(C=C1)CN1C(CCC1=O)CC(=O)OC1CCC1